ClC1=NC(=C2N=CNC2=N1)C1=CC(=C(CN2C(C=3N(CC2)C2=C(C3)CCC2)=O)C=C1)C 2-(4-(2-chloro-9H-purin-6-yl)-2-methylbenzyl)-3,4,7,8-tetrahydro-2H-cyclopenta[4,5]pyrrolo[1,2-a]pyrazin-1(6H)-one